N-(1-amino-4b-hydroxy-7-isopropyl-10-oxo-4b,10-dihydro-9bH-indeno[1,2-b]benzofuran-9b-yl)-5-(N-(2-(dimethylamino)ethyl)sulfamoyl)-3,4-dimethyl-1H-pyrrole-2-carboxamide NC1=C2C(C3(C(OC4=C3C=CC(=C4)C(C)C)(C2=CC=C1)O)NC(=O)C=1NC(=C(C1C)C)S(NCCN(C)C)(=O)=O)=O